Fluoromanganate [Mn](=O)(=O)([O-])F